1'-(6-Isopropyl-4-((2R,3S)-2-methyl-3-((methylsulfonyl)methyl)azetidin-1-yl)pyridin-2-yl)-6-(4-methoxypyridin-3-yl)-4,4'-dimethyl-1'H-1,6'-bipyrazolo[4,3-c]pyridine C(C)(C)C1=CC(=CC(=N1)N1N=CC=2C(=NC(=CC21)N2N=CC=1C(=NC(=CC12)C=1C=NC=CC1OC)C)C)N1[C@@H]([C@H](C1)CS(=O)(=O)C)C